6-Fluoro-N-(8-fluoro-6-oxo-1,4,5,6-tetrahydro-2H-pyrano[3,4-c]isoquinolin-1-yl)-N,4-dimethyl-1H-indole-2-carboxamide FC1=CC(=C2C=C(NC2=C1)C(=O)N(C)C1COCC=2NC(C=3C=C(C=CC3C21)F)=O)C